tert-Butyl 4-(2-((3-fluorophenyl)sulfonyl)propan-2-yl)-4-hydroxypiperidine-1-carboxylate FC=1C=C(C=CC1)S(=O)(=O)C(C)(C)C1(CCN(CC1)C(=O)OC(C)(C)C)O